OC[C@H]1[C@@H]2CC[C@H](CN1C(=O)OCC1=CC=CC=C1)N2C(=O)OC(C)(C)C 3-benzyl 8-tert-butyl (1S,2R,5R)-2-(hydroxymethyl)-3,8-diazabicyclo[3.2.1]octane-3,8-dicarboxylate